FC1=C(C=C2C(=CC(=NC2=C1)O)C(C)C)B(O)O (7-fluoro-2-hydroxy-4-isopropylquinolin-6-yl)boronic acid